Br.N1CCCCC1 piperidine HBr